C(C(O)C)(=O)[O-].C(C(O)C)(=O)[O-].C(CCC)[Sn+2]CCCC dibutyl-tin dilactate